O=C1OC(CC1C1=CC=C(C=C1)C1C(OC(C1)=O)=O)=O 1,4-bis(2,5-dioxotetrahydro-3-furanyl)benzene